7-bromo-3-fluoro-1-(2H3)methylindazole BrC=1C=CC=C2C(=NN(C12)C([2H])([2H])[2H])F